3-isopropyl-6-phenyl-chromanone C(C)(C)C1C(OC2=CC=C(C=C2C1)C1=CC=CC=C1)=O